[Al].C(C)(C)(C)C1=C(C(=CC=C1)C(C)(C)C)O 2,6-di-t-butylphenol aluminum